3-(6-((6-(3-(2-ethoxyphenoxy)piperidin-1-yl)pyrazin-2-yl)amino)pyridin-3-yl)acrylic acid C(C)OC1=C(OC2CN(CCC2)C2=CN=CC(=N2)NC2=CC=C(C=N2)C=CC(=O)O)C=CC=C1